1-[(1S,4S)-5-[4-[3-chloro-4-(2,2-difluoroethoxy)-2-fluoro-anilino]pyrido[3,2-d]pyrimidin-6-yl]-2,5-diazabicyclo[2.2.1]heptan-2-yl]prop-2-en-1-one ClC=1C(=C(NC=2C3=C(N=CN2)C=CC(=N3)N3[C@@H]2CN([C@H](C3)C2)C(C=C)=O)C=CC1OCC(F)F)F